FC1=CC=C(COC2=C3C4=C(NC3=CC=C2)C=NC(=C4COC)C(=O)NC)C=C1 5-((4-fluorobenzyl)oxy)-4-(methoxymethyl)-N-methyl-9H-pyrido[3,4-b]indole-3-carboxamide